COC(=O)[C@@H]1C[C@H](CCC1)OC=1C(=NC(=CC1)C=1N=NN(C1COC1OCCCC1)C)Br (1S,3S)-3-((2-bromo-6-(1-methyl-5-(((tetrahydro-2H-pyran-2-yl)oxy)methyl)-1H-1,2,3-triazol-4-yl)pyridine-3-yl)oxy)cyclohexane-1-carboxylic acid methyl ester